4-fluoro-1-[2-(5-methyl-1,2,4-oxadiazol-3-yl)acetyl]-N-{phenyl-[4-(propan-2-yl)phenyl]methyl}pyrrolidine-2-carboxamide FC1CC(N(C1)C(CC1=NOC(=N1)C)=O)C(=O)NC(C1=CC=C(C=C1)C(C)C)C1=CC=CC=C1